6-[3-[(3,4-dimethoxyphenyl)-phenyl-methyl]azetidine-1-carbonyl]-4H-1,4-benzoxazin-3-one COC=1C=C(C=CC1OC)C(C1CN(C1)C(=O)C=1C=CC2=C(NC(CO2)=O)C1)C1=CC=CC=C1